ClC1=CC=CC=C1C(=O)OO chloro-perbenzoic acid